OC1(CC[C@H](N(C1)C(=O)O)CO)C (2S)-5-hydroxy-2-(hydroxymethyl)-5-methylpiperidine-1-carboxylic acid